CN1C=C(C2=CC=C(C=C12)NC1=C(C=C(C=C1)N1CCC(CC1)C(F)(F)F)C)C(=O)N 1-methyl-6-((2-methyl-4-(4-(trifluoromethyl)piperidin-1-yl)phenyl)amino)-1H-indole-3-carboxamide